phenylcarbonyl-(naphthylsulfonyl)diazomethane C1(=CC=CC=C1)C(=O)C(=[N+]=[N-])S(=O)(=O)C1=CC=CC2=CC=CC=C12